ClC1=C2C=NNC2=CC=C1NC1=NN(C=C1C)C1=CC(=C(C(=O)O)C=C1)OC 4-[3-[(4-chloro-1H-indazol-5-yl)amino]-4-methyl-pyrazol-1-yl]-2-methoxy-benzoic acid